(S)-3-(3-(1-amino-2,3-dihydro-1H-inden-5-yl)-5-(thiazol-4-yl)-3H-imidazo[4,5-b]pyridin-2-yl)pyridin-2-amine N[C@H]1CCC2=CC(=CC=C12)N1C(=NC=2C1=NC(=CC2)C=2N=CSC2)C=2C(=NC=CC2)N